pentamethyl-bis(diethylaminoxy)mono(methylethylaminoxy)cyclotetrasiloxane C[Si]1(O[Si](O[Si](O[Si](O1)(ON(CC)C)C)(C)C)(ON(CC)CC)ON(CC)CC)C